BrC=1C=C2N=CC(N(C2=CC1Br)C)=O 6,7-dibromo-1-methylquinoxalin-2(1H)-one